C(#N)[C@@H]1CN(C[C@H]1C1=CC(=CC=C1)OCCCCOC1=CC=C(C=C1)C1C(NC(CC1)=O)=O)C(=O)[C@@H]1CC[C@H]2N1C([C@H](CCCC2)NC(OC(C)(C)C)=O)=O trans-tert-butyl ((3S,6S,10aS)-3-(3-cyano-4-(3-(4-(4-(2,6-dioxopiperidin-3-yl)phenoxy)butoxy)phenyl)pyrrolidine-1-carbonyl)-5-oxodecahydropyrrolo[1,2-a]azocin-6-yl)carbamate